C1(=CC=CC=C1)B(C=1C=C(C=CC1)B(O)O)C1=CC=CC=C1 3-(diphenylboryl)phenylboronic acid